FC1=C(C(=CC2=CC=C(C=C12)OCCOC)O)N1CC(NS1(=O)=O)=O 5-[1-fluoro-3-hydroxy-7-(2-methoxyethoxy)naphthalen-2-yl]-1λ6,2,5-thiadiazolidine-1,1,3-trione